6-((1-((4-Hydroxy-2-methylbutan-2-yl)sulfonyl)cyclopropyl)methyl)-1-methyl-7-oxo-4,5,6,7-tetrahydro-1H-pyrazolo[3,4-c]pyridine-3-carboxylic acid OCCC(C)(C)S(=O)(=O)C1(CC1)CN1C(C2=C(CC1)C(=NN2C)C(=O)O)=O